COC=1C=C(C=CC1)C1=NN2C(=NC=3C=CC=CC3C2=N1)N[C@@H](C(=O)O)CC (2R)-2-{[2-(3-methoxyphenyl)[1,2,4]triazolo[1,5-c]quinazolin-5-yl]amino}butanoic acid